CN1C(NC2=C1C=C(C=C2)C(=O)OC)=O Methyl 3-methyl-2-oxo-2,3-dihydro-1H-benzo[d]imidazole-5-carboxylate